C(C)S(=O)(=O)C=1C=C(C=NC1N1N=CC=N1)C1=NC=2N(C=C1)N=C(C2)C(F)(F)F 5-(5-(ethylsulfonyl)-6-(2H-1,2,3-triazol-2-yl)pyridin-3-yl)-2-(trifluoromethyl)pyrazolo[1,5-a]pyrimidine